2,4,6-trimethylbenzoyl-diphenyl-oxygen CC1=C(C(=O)C2=C(C=CC=C2)OC2=CC=CC=C2)C(=CC(=C1)C)C